O[C@H](CCC)CC1=NN=C(S1)C1=NC=C(C=C1N)S(=O)(=O)C1=CC=C(C=C1)OC(F)(F)F 2-(5-{[(2R)-oxapent-2-yl]methyl}-1,3,4-thiadiazol-2-yl)-5-[4-(trifluoromethoxy)benzene-1-sulfonyl]pyridin-3-amine